FC1=C2NC(C=3N(C2=CC=C1CN1CC2=NN(C=C2C1)C=1C=CC(=NC1O)C(=O)NC)N=CC3C)=O 5-(5-((6-fluoro-3-methyl-4-oxo-4,5-dihydropyrazolo[1,5-a]quinoxalin-7-yl)methyl)-5,6-dihydropyrrolo[3,4-c]pyrazol-2(4H)-yl)-6-hydroxy-N-methylpicolinamide